(1R,5S,6r)-6-[(Z)-chloro(hydroxyimino)methyl]-3-azabicyclo[3.1.0]Hexane-3-carboxylic acid tert-butyl ester C(C)(C)(C)OC(=O)N1C[C@H]2C([C@H]2C1)/C(=N/O)/Cl